5-(5-(cyclopropylcarbamoyl)-2-methylphenyl)-2-((1-(hydroxymethyl)cyclopropyl)amino)-N-methylnicotinamide C1(CC1)NC(=O)C=1C=CC(=C(C1)C=1C=NC(=C(C(=O)NC)C1)NC1(CC1)CO)C